CO[Si](CCCS)(OC)OC 3-(trimethoxysilyl)propane-1-thiol